1-(1-(4-fluoro-3-(trifluoromethyl)phenyl)cyclopropyl)-cyclopentane-1,2-diamine FC1=C(C=C(C=C1)C1(CC1)C1(C(CCC1)N)N)C(F)(F)F